N-(2-hydroxy-propyl)imidazole OC(CN1C=NC=C1)C